ClCCCCCCCCC=CC=CCCCCC 1-chloro-9,11-heptadecadiene